C(#N)[C@H]1N(CSC1)C(CNC(=O)C1=CC=NC2=CC=C(C=C12)N1CCC(CC1)OC)=O (R)-N-(2-(4-Cyanothiazolidin-3-yl)-2-oxoethyl)-6-(4-methoxypiperidin-1-yl)-quinoline-4-carboxamide